cyanomethyl (S)-2-((tert-butoxy carbonyl)amino)-3-(4-(3-cyanopyridin-2-yl)-[2,4'-bithiazol]-2'-yl)propanoate C(C)(C)(C)OC(=O)N[C@H](C(=O)OCC#N)CC=1SC=C(N1)C=1SC=C(N1)C1=NC=CC=C1C#N